(R)-1-(2-chloro-4'-(4-chloro-5-(((1-phenylethoxy)carbonyl)amino)-1H-pyrazol-1-yl)-[1,1'-biphenyl]-4-yl)cyclopropane-1-carboxylic acid ClC1=C(C=CC(=C1)C1(CC1)C(=O)O)C1=CC=C(C=C1)N1N=CC(=C1NC(=O)O[C@H](C)C1=CC=CC=C1)Cl